OC(C(=O)[O-])C.OC(C(=O)[O-])C.[NH4+].[NH4+].[Ti] titanium diammonium di(2-hydroxypropionate)